CN([C@@H]1CN(CC1)C=1C=C(C=NC1)NC1=NC=C(C(=N1)OC)C1=CC=C(C=C1)N1C(CCC1)=O)C 1-{4-[2-({5-[(3S)-3-(dimethylamino)pyrrolidin-1-yl]pyridin-3-yl}amino)-4-methoxypyrimidin-5-yl]phenyl}pyrrolidin-2-one